4-bromo-N-(pyridin-2-yl)-2-(trifluoromethyl)benzamide methyl-(4'-((2-(tert-butyl)-1H-imidazol-1-yl)methyl)-3'-fluoro-5-isobutyl-[1,1'-biphenyl]-2-yl)sulfonylcarbamate COC(NS(=O)(=O)C1=C(C=C(C=C1)CC(C)C)C1=CC(=C(C=C1)CN1C(=NC=C1)C(C)(C)C)F)=O.BrC1=CC(=C(C(=O)NC2=NC=CC=C2)C=C1)C(F)(F)F